ClC=1C=C(C(=O)NC2CN(CCC2)C=2N=NC(=CC2)C2=C(C=CC=C2)NC)C=CC1F 3-chloro-4-fluoro-N-(1-(6-(2-(methylamino)phenyl)pyridazin-3-yl)piperidin-3-yl)benzamide